(1R,5S,6r)-6-(4-methyl-1H-1,2,3-triazol-5-yl)-3-azabicyclo[3.1.0]hexane hydrochloride Cl.CC=1N=NNC1C1[C@H]2CNC[C@@H]12